4-hydroxy-2-(pyridazin-3-yl)pyrimidine-5-carbohydrazide OC1=NC(=NC=C1C(=O)NN)C=1N=NC=CC1